5-(5-((R)-1-(3,5-Dichloropyridin-4-yl)ethoxy)-1-(tetrahydro-2H-pyran-2-yl)-1H-indazol-3-yl)-2-methoxypyridin-3-amine ClC=1C=NC=C(C1[C@@H](C)OC=1C=C2C(=NN(C2=CC1)C1OCCCC1)C=1C=C(C(=NC1)OC)N)Cl